1-(3-furyl)-4-methyl-1-pentanol O1C=C(C=C1)C(CCC(C)C)O